tert-butyl (S)-2-(2-(4,4-difluoropiperidine-1-carbonyl)-6-(3-methyl-1H-pyrrolo[2,3-b]pyridin-5-yl)-1,2,3,4-tetrahydroisoquinolin-8-yl)pyrrolidine-1-carboxylate FC1(CCN(CC1)C(=O)N1CC2=C(C=C(C=C2CC1)C=1C=C2C(=NC1)NC=C2C)[C@H]2N(CCC2)C(=O)OC(C)(C)C)F